2-fluoro-4-[4-(4-propylphenyl)phenyl]benzonitrile FC1=C(C#N)C=CC(=C1)C1=CC=C(C=C1)C1=CC=C(C=C1)CCC